SN1C=NN=C1 4-mercapto-1,2,4-triazole